C[C@@H]1CCN2C(O1)=C(C(=N2)C=2C=NC(=CC2)N2CCOCC2)C(=O)N[C@@H]2C(NC1=C(C(=N2)C2=CC=CC=C2)C=CC=C1)=O (5R)-5-methyl-2-(6-morpholino-3-pyridinyl)-N-[(3S)-2-oxo-5-phenyl-1,3-dihydro-1,4-benzodiazepine-3-yl]-6,7-dihydro-5H-pyrazolo[5,1-b][1,3]Oxazine-3-carboxamide